5-(2-amino-[1,2,4]triazolo[1,5-a]pyridin-7-yl)-N-(5-fluoro-2-(2,2,2-trifluoroethoxy)benzyl)-2-methylnicotinamide NC1=NN2C(C=C(C=C2)C=2C=NC(=C(C(=O)NCC3=C(C=CC(=C3)F)OCC(F)(F)F)C2)C)=N1